6-O-α-D-glucopyranosyl-D-mannitol dihydrate O.O.[C@H]1([C@H](O)[C@@H](O)[C@H](O)[C@H](O1)CO)OC[C@H]([C@H]([C@@H]([C@@H](CO)O)O)O)O